ClC=1C(=C(SC1C1=C(C(=CC=C1)NC1CCN(CC1)S(=O)(=O)CC1=CC(=CC=C1)[N+](=O)[O-])F)C(=O)OC(C)(C)C)OCC(=O)OCC tert-butyl 4-chloro-3-(2-ethoxy-2-oxo-ethoxy)-5-[2-fluoro-3-[[1-[(3-nitrophenyl)methylsulfonyl]-4-piperidyl]amino]phenyl]thiophene-2-carboxylate